(4S)-7,8-dichloro-6-(2,6-difluorophenyl)-4-methyl-1-pyrimidin-4-yl-4H-[1,2,4]triazolo[4,3-a][1,4]benzodiazepine ClC1=C(C=CC2=C1C(=N[C@H](C=1N2C(=NN1)C1=NC=NC=C1)C)C1=C(C=CC=C1F)F)Cl